(2S)-2-amino-3-sulfanyl-propanoic acid N[C@@H](C(=O)O)CS